(S)-3-chloro-6-(((1-cyclopropylethyl)amino)methyl)imidazo[1,2-a]pyridine-8-carboxylic acid ClC1=CN=C2N1C=C(C=C2C(=O)O)CN[C@@H](C)C2CC2